(R)-6-fluoro-7-(2-(((3-fluoropyridin-2-yl)oxy)methyl)pyrrolidin-1-yl)-4-oxo-1-phenyl-1,4-dihydro-quinoline-3-carboxylic acid FC=1C=C2C(C(=CN(C2=CC1N1[C@H](CCC1)COC1=NC=CC=C1F)C1=CC=CC=C1)C(=O)O)=O